2-cyano-3-methyl-4-(4-nitrophenyl)-2-butenoate C(#N)C(C(=O)[O-])=C(CC1=CC=C(C=C1)[N+](=O)[O-])C